6-(trifluoromethyl)-1H-benzo[d][1,3]oxazine-2,4-dione FC(C1=CC2=C(NC(OC2=O)=O)C=C1)(F)F